BrC1=CC=C(S1)CN(CC(=O)NCC1=CC=CC2=CC=CC=C12)C 2-(((5-Bromothiophen-2-yl)methyl)(methyl)amino)-N-(naphthalen-1-ylmethyl)acetamide